acryloyloxybutyl phosphorothioate P(OCCCCOC(C=C)=O)([O-])([O-])=S